C1([C@@H](O)[C@H](O)[C@H](O)[C@@H](O1)C)C(=O)[C@H](O)[C@@H](O)[C@@H](O)[C@H](O)CO Fucosyl-Galactose